NC(CC(=O)O)C(F)(F)F β-amino-4,4,4-trifluoro-butyric acid